1-(6,7-dihydro-5H-benzo[6,7]cyclohepta[1,2-c]pyridazin-3-yl)-N3-(6-(pyrrolidin-1-yl)-5,6,7,8-tetrahydroquinolin-3-yl)-1H-1,2,4-triazole-3,5-diamine N1=NC(=CC2=C1C1=C(CCC2)C=CC=C1)N1N=C(N=C1N)NC=1C=NC=2CCC(CC2C1)N1CCCC1